5-(4-cyclopropyl-6-methoxypyrimidin-5-yl)-N-(4-(1-isopropyl-4-(trifluoromethyl)-1H-imidazol-2-yl)benzyl)-2-methyl-N-(methyl-d3)-2H-pyrazolo[4,3-d]pyrimidin-7-amine C1(CC1)C1=NC=NC(=C1C=1N=C(C=2C(N1)=CN(N2)C)N(C([2H])([2H])[2H])CC2=CC=C(C=C2)C=2N(C=C(N2)C(F)(F)F)C(C)C)OC